(S)-2-fluoro-4-(2-(4-fluorobenzamido)-3-phenylpropionamido)benzene-1-sulfonyl chloride FC1=C(C=CC(=C1)NC([C@H](CC1=CC=CC=C1)NC(C1=CC=C(C=C1)F)=O)=O)S(=O)(=O)Cl